ClC1=NC=C(C(=C1)N[C@H]1C[C@@H](CC1)NC(OC(C)(C)C)=O)[N+](=O)[O-] tert-Butyl ((1R,3R)-3-((2-chloro-5-nitropyridin-4-yl)amino)cyclopentyl)carbamate